O=C(CCC(=O)N(CC)CC)C 4-oxo-N,N-diethylvaleramide